F[B-](F)(F)F.[O-][N+]1=C(C=CC=C1)S=C(N(C)C)N(C)C S-(1-oxido-2-pyridyl)-1,1,3,3-tetramethylthiourea tetrafluoroborate